C(CCC)OC(C=1C(C(=O)OCCCC)=CC=CC1)=O Di-Butyl-Phthalate